FC1=C(C=C(C=C1)C1=CNC2=C1C(N(C=C2)CC(N2CCCC2)=O)=O)C(F)(F)F 3-(4-fluoro-3-(trifluoromethyl)phenyl)-5-(2-oxo-2-(pyrrolidin-1-yl)ethyl)-1H-pyrrolo[3,2-c]pyridin-4(5H)-one